ClC=1N=C(C2=C(N1)SC=N2)Cl 5,7-dichloro[1,3]thiazolo[5,4-d]pyrimidine